5-amino-3-(4-bromophenyl)-1-(4-hydroxy-4-methyl-cyclohexyl)pyrazole-4-carboxylic acid NC1=C(C(=NN1C1CCC(CC1)(C)O)C1=CC=C(C=C1)Br)C(=O)O